C(C)(=O)N(C=1SC2=C(C1C(=O)OC)C=CC(=C2Cl)O)CC2=CC=CC1=CC=CC=C21 Methyl 2-[acetyl(1-naphthylmethyl)amino]-7-chloro-6-hydroxy-1-benzothiophene-3-carboxylate